chloro-2-methylpyridine 1-oxide ClC=1C(=[N+](C=CC1)[O-])C